ClC=1C=C(C=CC1Cl)C12CNCC2C1 (+)-1-(3,4-Dichlorophenyl)-3-azabicyclo[3.1.0]hexane